COC1=CC=2N=CN=C(C2N=C1NC(=O)C1CC1)C1=NN(C=C1)C N-(7-methoxy-4-(1-methyl-1H-pyrazol-3-yl)pyrido[3,2-d]pyrimidin-6-yl)cyclopropanecarboxamide